CN1N=C(C=C1C)NC1=NC=C(C(=N1)C1=CNC2=C(C=CC=C12)NC(CN1C[C@H](CC1)C(=O)N1CCC=CC1)=O)C (S)-N-(3-(2-((1,5-dimethyl-1H-pyrazol-3-yl)amino)-5-methylpyrimidin-4-yl)-1H-indol-7-yl)-2-(3-(1,2,3,6-tetrahydropyridine-1-carbonyl)pyrrolidin-1-yl)acetamide